((6-(difluoromethoxy)-2-(2''-fluoro-2,2'-dimethyl-4''-(pyrrolidin-1-ylmethyl)-[1,1':3',1''-terphenyl]-3-yl)benzo[d]oxazol-5-yl)methyl)proline FC(OC1=CC2=C(N=C(O2)C=2C(=C(C=CC2)C2=C(C(=CC=C2)C2=C(C=C(C=C2)CN2CCCC2)F)C)C)C=C1CN1[C@@H](CCC1)C(=O)O)F